ClC=1C=C2C(=CN=C(C2=CN1)OC1CC1)C1(CCOCC1)O 4-(6-Chloro-1-cyclopropoxy-2,7-naphthyridin-4-yl)tetrahydro-2H-pyran-4-ol